5-bromo-2-methyl-indazole BrC1=CC2=CN(N=C2C=C1)C